BrC=1C(=NC2=CC(=CC=C2C1)I)NCC1CC1 3-bromo-N-(cyclopropylmethyl)-7-iodoquinolin-2-amine